FC(C1=C(C=CC=C1)[C@H]1C[C@H](CC1)C(=O)O)(F)F cis-3-(2-(trifluoromethyl)phenyl)cyclopentane-1-carboxylic acid